C1(CC1)[C@@H](CC#N)N1N=CC(=C1)C=1C2=C(N=CN1)N(C=C2)COCC[Si](C)(C)C |r| racemic-3-cyclopropyl-3-{4-[7-(2-trimethylsilanyl-ethoxymethyl)-7H-pyrrolo[2,3-d]pyrimidin-4-yl]-pyrazol-1-yl}-propionitrile